2,6-diazaspiro[3.3]heptane C1NCC12CNC2